C[C@H]1NC(C2=C(C=3C=4C=CC(=NC4C=CC3S2)N2CCN(CCC2)C(=O)OC(C)(C)C)NC1)=O 1-Tert-butyl (R)-4-(10-methyl-8-oxo-9,10,11,12-tetrahydro-8H-[1,4]diazepino[5',6':4,5]thieno[3,2-f]quinolin-3-yl)-1,4-diazepane-1-carboxylate